1-(1-(6-chloro-1-(thiophen-3-yl)-1H-indazol-3-yl)ethyl)-3-methyl-1H-pyrazolo[3,4-d]pyrimidin-4-amine ClC1=CC=C2C(=NN(C2=C1)C1=CSC=C1)C(C)N1N=C(C=2C1=NC=NC2N)C